C(CCC)C=1N(C(=C(N1)Cl)C(=O)O)CC1=CC=C(C=C1)C1=C(C=CC(=C1)Cl)C#N 2-butyl-4-chloro-1-((5'-chloro-2'-cyano-[1,1'-biphenyl]-4-yl)methyl)-1H-imidazole-5-carboxylic Acid